2-(2-methylcyclohexyl)-2-(3,3-dichloro-3-bromopropyl)-1,3-dipropoxypropane CC1C(CCCC1)C(COCCC)(COCCC)CCC(Br)(Cl)Cl